5-({[1-(2,4-Difluorophenyl)cyclopropyl]carbonyl}amino)-2-[6-(1,1-difluoropropyl)pyridin-3-yl]benzoic acid FC1=C(C=CC(=C1)F)C1(CC1)C(=O)NC=1C=CC(=C(C(=O)O)C1)C=1C=NC(=CC1)C(CC)(F)F